CC=1C=C(N)C=CC1OC=1C=CC2=CN(N=C2C1)C 3-methyl-4-((2-methyl-2H-indazol-6-yl)oxy)aniline